OC1=CC=C2C=NN(C(C2=C1)=O)C 7-hydroxy-2-methylphthalazin-1-one